BrC=1C=C(SC1)CN(C1=CC=C(O1)C=O)C 5-([(4-BROMOTHIOPHEN-2-YL)METHYL](METHYL)AMINO)FURAN-2-CARBALDEHYDE